OXO-HEXYL ACETATE C(C)(=O)OCCCCCC=O